4-[2-(2-methylbenzoyl)-2,3,4,9-tetrahydro-1H-β-carbolin-9-ylmethyl]-benzoic acid methyl ester COC(C1=CC=C(C=C1)CN1C2=CC=CC=C2C=2CCN(CC12)C(C1=C(C=CC=C1)C)=O)=O